FC(C1=NN2C(N=C(C=C2NC[C@](C)(C2=CC=C(C=C2)F)[C@H]2CN(CC2)C(=O)NCCO)C(F)(F)F)=C1)(F)F (S)-3-((S)-1-((2,5-bis(trifluoromethyl)pyrazolo[1,5-a]pyrimidin-7-yl)amino)-2-(4-fluorophenyl)propan-2-yl)-N-(2-hydroxyethyl)pyrrolidine-1-carboxamide